N1(C=NC=C1)C1=CC(=NC=C1)C(=O)NC1CC(CCC1)C 4-(1H-imidazol-1-yl)-N-(3-methylcyclohexyl)picolinamide